BrC1=CC2=C(C(OC=3C=C(C=CC23)OC)(C)C)S1 2-bromo-7-methoxy-4,4-dimethyl-4H-thieno[2,3-c]chromene